OC1CCC2(NC(C=3N2C(C(=CC3C)NC3=CC(=NC=N3)NC(OC(C)(C)C)=O)=O)=O)CC1 tert-butyl (6-((4-hydroxy-8'-methyl-1',5'-dioxo-1',5'-dihydro-2'H-spiro[cyclohexane-1,3'-imidazo[1,5-a]pyridin]-6'-yl)amino)pyrimidin-4-yl)carbamate